4-bromo-2-methyl-3-nitrobenzoic acid BrC1=C(C(=C(C(=O)O)C=C1)C)[N+](=O)[O-]